COC(COC1=NN(C(=N1)C1=C(C=C(C=C1)Cl)F)C1=C(C=C(C=C1)F)F)=O methyl-{[5-(4-chloro-2-fluorophenyl)-1-(2,4-difluorophenyl)-1H-1,2,4-triazol-3-yl]oxy}acetate